FC1=CN=CC2=C1N=C(N=C2OCC(F)(F)F)OC[C@]21CCCN1C[C@@H](C2)F 8-fluoro-2-(((2R,7aS)-2-fluorohexahydro-1H-pyrrolizin-7a-yl)methoxy)-4-(2,2,2-trifluoroethoxy)pyrido[4,3-d]pyrimidine